ClC1=C(C=CC=2C(=C3N(C12)CCN(C3)C(=O)C3CN(CCO3)C)C=3C=NNC3)Cl [6,7-dichloro-10-(1H-pyrazol-4-yl)-3,4-dihydro-1H-pyrazino[1,2-a]indol-2-yl]-(4-methylmorpholin-2-yl)methanone